FC(F)(F)C(O)(Cl)C(F)(F)F bis(trifluoromethyl)chloromethanol